OC1=C(C=C(C=C1)C1(CCCCC1)C1=CC(=C(C=C1)O)CC(C)C)CC(C)C 1,1-bis(4-hydroxy-3-isobutylphenyl)cyclohexane